NC=1SC(=CN1)C(=O)NC1=C(C=C(C(=C1)C(NC=1N=NC(=CC1)C1CC1)=O)F)Cl 2-Amino-N-[2-chloro-5-[(6-cyclopropylpyridazin-3-yl)carbamoyl]-4-fluorophenyl]-1,3-thiazole-5-carboxamide